ClC1=C(N(C(C2=C(C=CC=C12)C=1C=NC(=NC1)C(C)(C)OC)=O)C1=CC=CC=C1)[C@H](C)NC=1C2=C(N=CN1)NC=CC2=O (S)-4-((1-(4-chloro-8-(2-(2-methoxypropan-2-yl)pyrimidin-5-yl)-1-oxo-2-phenyl-1,2-dihydroisoquinolin-3-yl)ethyl)amino)pyrido[2,3-d]pyrimidin-5(8H)-one